ethyl 1-(4-bromophenyl)-3-methyl-pyrazole-4-carboxylate BrC1=CC=C(C=C1)N1N=C(C(=C1)C(=O)OCC)C